C(SCC(CCCO)C#N)(SCCO)=S 2-cyano-5-hydroxypentyl (2-hydroxyethyl) trithiocarbonate